ClC1=C(C(=CC=2N(C(=NC21)C)C)C(F)(F)F)C2=CC=CN1C(=CC=C21)C(=O)C2=CC(=C(C(=C2)F)NC(\C=C\CNC2CCOCC2)=O)F (E)-N-(4-(8-(4-chloro-1,2-dimethyl-6-(trifluoromethyl)-1H-benzo[d]imidazol-5-yl)indolizine-3-carbonyl)-2,6-difluorophenyl)-4-((tetrahydro-2H-pyran-4-yl)amino)but-2-enamide